C(CCCCCCCCC)(=O)OCCOC(=O)OC1=CC=C(C=C1)S(=O)(=O)[O-] 4-(2-decanoyloxyethoxy carbonyloxy)-benzenesulfonate